FC=1C=C(C#N)C=CC1N1C(C(N(C(C1)=O)CC1=CC=C(C=C1)C(F)(F)F)(C)CO)=O 3-fluoro-4-(3-(hydroxy-methyl)-3-methyl-2,5-dioxo-4-(4-(trifluoro-methyl)benzyl)piperazin-1-yl)benzonitrile